(4S)-3-((4-methoxy-phenyl)sulfonyl)-4-propyldihydro-furan-2(3H)-one COC1=CC=C(C=C1)S(=O)(=O)C1C(OC[C@@H]1CCC)=O